C(C)(C)(C)OC(=O)NCC#CC1=C(C=CC(=C1)F)NC1=C(C(=O)OC)C=C(C=C1)C(F)(F)F Methyl 2-((2-(3-((tert-butoxycarbonyl)amino)prop-1-yn-1-yl)-4-fluorophenyl)-amino)-5-(trifluoromethyl)benzoate